tert-butyl 4-(2-(4-(4-((2,6-dioxopiperidin-3-yl)amino)phenyl)piperidin-1-yl)acetyl)piperazine-1-carboxylate O=C1NC(CCC1NC1=CC=C(C=C1)C1CCN(CC1)CC(=O)N1CCN(CC1)C(=O)OC(C)(C)C)=O